FC1=C(C=C(C=C1)C1=NC=NC=C1)CNC 1-(2-fluoro-5-(pyrimidin-4-yl)phenyl)-N-methyl-methylamine